7-Amino-2-(trifluoromethyl)-9H-indeno[2,1-d]pyrimidin-9-one NC1=CC=2C(C=3N=C(N=CC3C2C=C1)C(F)(F)F)=O